(S)-O-[1-(3-trifluoromethyl-phenoxymethyl)-propyl]-hydroxylamine FC(C=1C=C(OC[C@H](CC)ON)C=CC1)(F)F